CN([Si](C)(C)C)C1=CC=CC=C1 N,1,1,1-tetramethyl-N-phenylsilanamine